2-chloro-6-methoxy-N-(oxetan-3-yl)-7-(2-(pyrrolidin-1-yl)ethoxy)quinazolin-4-amine ClC1=NC2=CC(=C(C=C2C(=N1)NC1COC1)OC)OCCN1CCCC1